1-benzyl-6-chloro-1H-pyrazolo[3,4-b]pyridine C(C1=CC=CC=C1)N1N=CC=2C1=NC(=CC2)Cl